2-methoxy-5-(2-(5-methyl-2-phenylpiperidin-1-yl)-2-oxoacetamido)Nicotinamide COC1=C(C(=O)N)C=C(C=N1)NC(C(=O)N1C(CCC(C1)C)C1=CC=CC=C1)=O